2-(diethylhexyl)acetamide C(C)C(CCCCC)(CC(=O)N)CC